4-(phenylmethyloxy)-3-(1,3-dithiolan-2-yl)-5-fluoro-N-(4-(pyrrolidin-1-yl)-3-(trifluoromethyl)phenyl)benzamide copper [Cu].C1(=CC=CC=C1)COC1=C(C=C(C(=O)NC2=CC(=C(C=C2)N2CCCC2)C(F)(F)F)C=C1F)C1SCCS1